3-chloro-2-(3-{2-[1-(2,2-difluoroethyl)-4-methylpyrazol-3-ylsulfonyl]-4H,6H-pyrrolo[3,4-c]pyrazole-5-carbonyl}oxetan-3-yl)pyridine ClC=1C(=NC=CC1)C1(COC1)C(=O)N1CC2=NN(C=C2C1)S(=O)(=O)C1=NN(C=C1C)CC(F)F